1-(1-(3-Chlorophenyl)-2-(dimethylamino)ethyl)-4-(4-fluoro-5-morpholino-1H-pyrrolo[2,3-b]pyridin-3-yl)pyridin-2(1H)-one ClC=1C=C(C=CC1)C(CN(C)C)N1C(C=C(C=C1)C1=CNC2=NC=C(C(=C21)F)N2CCOCC2)=O